N-(benzo[d][1,3]dioxol-5-yl(5-chloro-8-hydroxyquinolin-7-yl)methyl)-2-((2-(dimethylamino)ethyl)amino)acetamide O1COC2=C1C=CC(=C2)C(NC(CNCCN(C)C)=O)C2=CC(=C1C=CC=NC1=C2O)Cl